Propyl-triethylene glycol C(CC)C(COCCOCCO)O